C1#CC1[Si](C)(C)C (3-Cycloprop-1-ynyl)trimethylsilane